ClC=1C2=C(N=CN1)N(C(=C2)C2(CN(CC2)C(=O)OC(C)(C)C)O)COCC[Si](C)(C)C tert-butyl 3-(4-chloro-7-{[2-(trimethylsilyl) ethoxy] methyl}-7H-pyrrolo[2,3-d]pyrimidin-6-yl)-3-hydroxypyrrolidine-1-carboxylate